3-hydroxy-3-(4-chloro-3-methoxyphenyl)azetidine-1-carboxylic acid tert-butyl ester C(C)(C)(C)OC(=O)N1CC(C1)(C1=CC(=C(C=C1)Cl)OC)O